4-(N-methyl-N-(3-L-threonyl-4-methoxyphenyl)-amino)coumarin CN(C1=CC(=C(C=C1)OC)C([C@@H](N)[C@H](O)C)=O)C1=CC(OC2=CC=CC=C12)=O